Cl.C1NCC2=C(C=CC=C12)N[C@@H]1C(N(CC1)C)=O (S)-3-(Isoindolin-4-ylamino)-1-methylpyrrolidin-2-one hydrochloride